(R)-6-isopropyl-5-(8-methoxy-[1,2,4]triazolo[1,5-a]pyridin-6-yl)-1-(1-methylpiperidin-3-yl)-1,3-dihydro-2H-benzo[d]imidazol-2-one C(C)(C)C=1C(=CC2=C(N(C(N2)=O)[C@H]2CN(CCC2)C)C1)C=1C=C(C=2N(C1)N=CN2)OC